3-(4-(Chloromethyl)-2-fluoropyridin-3-yl)piperidine-2,6-dione ClCC1=C(C(=NC=C1)F)C1C(NC(CC1)=O)=O